N-(dibenzo[b,d]furan-1-yl)-7,7,10,10-tetramethyl-7,8,9,10-tetrahydronaphtho[2,3-b]benzofuran-3-amine C1(=CC=CC=2OC3=C(C21)C=CC=C3)NC3=CC2=C(C1=C(O2)C=C2C(CCC(C2=C1)(C)C)(C)C)C=C3